N-(o-tolyl)-2-[(1,3,8-trimethyl-2,4,7-trioxo-1,2,3,4,7,8-hexahydropyrido[2,3-d]pyrimidin-5-yl)amino]acetamide Ethyl-(Z)-3-[2,4-bis(trifluoromethyl)anilino]-2-cyano-prop-2-enoate C(C)OC(\C(=C/NC1=C(C=C(C=C1)C(F)(F)F)C(F)(F)F)\C#N)=O.C1(=C(C=CC=C1)NC(CNC1=CC(N(C=2N(C(N(C(C21)=O)C)=O)C)C)=O)=O)C